(5S,8S)-5-fluoro-8-hydroxy-8-methyl-N-(2,3,4-trifluorobenzyl)-5,6,7,8-tetrahydroquinoline-5-carboxamide F[C@@]1(C=2C=CC=NC2[C@@](CC1)(C)O)C(=O)NCC1=C(C(=C(C=C1)F)F)F